5-[(3-fluoro-2-methoxyphenyl)ethynyl]-1,3-dimethoxy-2-isopropylbenzene FC=1C(=C(C=CC1)C#CC=1C=C(C(=C(C1)OC)C(C)C)OC)OC